2-{(S)-1-[4-(1-acryloyl-piperidin-4-yloxy)-phenyl]-ethylamino}-8-(2,2-dimethyl-propyl)-8H-pyrido[2,3-d]pyrimidin-7-one C(C=C)(=O)N1CCC(CC1)OC1=CC=C(C=C1)[C@H](C)NC=1N=CC2=C(N1)N(C(C=C2)=O)CC(C)(C)C